tertbutyl N-(azetidin-3-yl)-N-methyl-carbamate N1CC(C1)N(C(OC(C)(C)C)=O)C